(Z)-7-(5-(4-bromo-2-methoxybenzylidene)-2,4-dioxathiazolidine-3-yl)-N-hydroxyheptanamide BrC1=CC(=C(\C=C/2\ON(OS2)CCCCCCC(=O)NO)C=C1)OC